4-bromo-8-chloro-1-oxo-2-phenyl-1,2-dihydroisoquinolin BrC1=CN(C(C2=C(C=CC=C12)Cl)=O)C1=CC=CC=C1